P(OC1=CC=C(C=C1)SC1=CC=C(C=C1)OP(=S)(OC)OCOC(CN(C)C)COC1=C(C=CC=C1)CCC1=CC(=CC=C1)OC)(OC)(OC)=S O-(4-((4-(((((1-(dimethyl amino)-3-(2-(3-methoxyphenethyl) phenoxy) propan-2-yl) oxy) methoxy) (methoxy) phosphorothioyl) oxy) phenyl) thio) phenyl) O,O-dimethyl phosphorothioate